CC1=C(C=CC(=C1)C)C#C 2,4-dimethylphenylacetylene